C(=O)(OC(C)(C)C)N1C2CC(=CC1CC2)B2OC(C)(C)C(C)(C)O2 N-Boc-8-azabicyclo[3.2.1]oct-3-ene-3-boronic acid pinacol ester